FC1(C(CCC1)CCNC(=O)N1C=NC2=C1C=CC=C2N2CCN(CC2)C)F N-(2-(2,2-Difluorocyclopentyl)ethyl)-4-(4-methylpiperazin-1-yl)-1H-benzo[d]imidazole-1-carboxamide